1-((6-((2-oxopyrrolidin-1-yl)methyl)pyridin-3-yl)methyl)-1,3-dihydro-2H-benzo[d]imidazol-2-one O=C1N(CCC1)CC1=CC=C(C=N1)CN1C(NC2=C1C=CC=C2)=O